COC(OC)C1=NC=CC=N1 Dimethoxymethylpyrimidine